ClC=1C(=C(C=CC1)C(C)(C)NC=1C2=C(N=CN1)C=CC(=N2)O[C@@H]2CN(CC2)C(C=C)=O)F (S)-1-(3-((4-((2-(3-chloro-2-fluorophenyl)propan-2-yl)amino)pyrido[3,2-d]pyrimidin-6-yl)oxy)-pyrrolidin-1-yl)prop-2-en-1-one